benzofuran-6-carboxylic acid phenyl ester C1(=CC=CC=C1)OC(=O)C1=CC2=C(C=CO2)C=C1